1-(4-(5-(chlorodifluoromethyl)-1,2,4-oxadiazol-3-yl)phenyl)-2-(cyclopropylmethoxy)ethan-1-one sodium 2-(5-chloropyridin-2-yl)acetate ClC=1C=CC(=NC1)CC(=O)[O-].[Na+].ClC(C1=NC(=NO1)C1=CC=C(C=C1)C(COCC1CC1)=O)(F)F